ClC=1C(=C2C(=C(N(C2=CC1)CCCOC1=CC(=CC2=CC(=CC=C12)F)SCC1=CC=C(C=C1)OC)C(=O)OC)C)C=1C(=NN(C1C)C)CO Methyl 5-chloro-1-(3-((6-fluoro-3-((4-methoxybenzyl)thio)naphthalen-1-yl)oxy)propyl)-4-(3-(hydroxymethyl)-1,5-dimethyl-1H-pyrazol-4-yl)-3-methyl-1H-indole-2-carboxylate